N-[(1r,2r)-2-(2,4-dichlorophenyl)cyclobutyl]acetamide ClC1=C(C=CC(=C1)Cl)[C@@H]1[C@@H](CC1)NC(C)=O